5-Deuterio-4-[[(2S,3R,4R,5S)-3-(3,4-difluoro-2-methoxyphenyl)-4,5-dimethyl-5-(trifluoromethyl)tetrahydrofuran-2-carbonyl]amino]pyridin-2-carboxamid [2H]C=1C(=CC(=NC1)C(=O)N)NC(=O)[C@H]1O[C@@]([C@@H]([C@@H]1C1=C(C(=C(C=C1)F)F)OC)C)(C(F)(F)F)C